C(C1=CC=CC=C1)OC[C@@H](CNC(=O)OC(C)(C)C)N1N=C(C=C1C(=O)OCC)Br |r| ethyl 1-{(2RS)-1-(benzyloxy)-3-[(tert-butoxycarbonyl)amino]propan-2-yl}-3-bromo-1H-pyrazole-5-carboxylate